FC1=C(C=C(OCCO)C=C1)C1=CC2=CN(C=CC2=N1)CC=1SC2=C(N1)C=CC(=C2)C 2-(4-fluoro-3-(5-((6-methyl-1,3-benzothiazol-2-yl)methyl)-5H-pyrrolo[3,2-c]pyridin-2-yl)phenoxy)ethan-1-ol